3-chloro-6-[2-(methoxymethoxy)-6-methyl-4-(trifluoromethyl)phenyl]pyridazine ClC=1N=NC(=CC1)C1=C(C=C(C=C1C)C(F)(F)F)OCOC